CC1=C(C(=CC=C1)C)N1C=NC2=CC=CC=C2C1=O 3-(2,6-dimethylphenyl)-4-oxo-3,4-dihydroquinazolin